CS(=O)(=O)OCCOCCNC(=O)OC(C)(C)C 2-(2-tert-Butoxycarbonylamino-ethoxy)-ethyl methanesulfonate